[OH-].[Ca+2].[Na+].[OH-].[OH-] sodium-calcium hydroxide